BrC1=C(C=C2C(=C(C(=NC2=C1)OCC12CCCN2CCC1)C#N)N1C[C@@H](N(CC1)C(=O)OC(C)(C)C)CC#N)F tert-butyl (S)-4-(7-bromo-3-cyano-6-fluoro-2-((tetrahydro-1H-pyrrolizin-7a(5H)-yl)methoxy)quinolin-4-yl)-2-(cyanomethyl)piperazine-1-carboxylate